1-(3-chloro-5-fluorophenyl)-5,5-difluoro-3-(1-methyl-1H-pyrazol-5-yl)-4,5,6,7-tetrahydro-1H-indol-4-ol ClC=1C=C(C=C(C1)F)N1C=C(C=2C(C(CCC12)(F)F)O)C1=CC=NN1C